N-(3-((6-Chloropyridin-3-yl)methylcarbamoyl)thiophen-2-yl)-4-(pyridin-2-yl)piperazine-1-carboxamide ClC1=CC=C(C=N1)CNC(=O)C1=C(SC=C1)NC(=O)N1CCN(CC1)C1=NC=CC=C1